methyl (2R)-2-amino-3-(3-chloro-4-hydroxy-5-methoxyphenyl)propionate N[C@@H](C(=O)OC)CC1=CC(=C(C(=C1)OC)O)Cl